NCC=1OC2=C(C1Cl)C=CC=C2C(=O)OC methyl 2-(aminomethyl)-3-chlorobenzofuran-7-carboxylate